S1N=C(C=C1)C=1C(=C2C(=NC1)N(C=C2)COCC[Si](C)(C)C)N[C@H]2CN(CCC2)C(=O)OC(C)(C)C tert-butyl (R)-3-((5-(isothiazol-3-yl)-1-((2-(trimethylsilyl)ethoxy)methyl)-1H-pyrrolo[2,3-b]pyridin-4-yl)amino)piperidine-1-carboxylate